C(C1=CC=CC=C1)(=O)C1=C(SC(=C1)C1=CC=C(C=C1)Br)SCC(=O)C1=CC=CC=C1 2-((3-benzoyl-5-(4-bromophenyl)-2-thienyl)thio)-1-phenylethanone